3-(5,6,7,8-tetrahydronaphthyridin-2-yl)propionic acid N1=C(C=CC=2CCCNC12)CCC(=O)O